C(CCC)(=O)OCC(CC)C 2-methylbutyl butyrate